2-heptadecyl-imidazole methyl-N-methyl-N-(methyl((S)-1-((R)-1-tritylaziridine-2-carbonyl)piperidin-3-yl)carbamoyl)-L-valinate COC([C@@H](N(C(N([C@@H]1CN(CCC1)C(=O)C1[N@@](C1)C(C1=CC=CC=C1)(C1=CC=CC=C1)C1=CC=CC=C1)C)=O)C)C(C)C)=O.C(CCCCCCCCCCCCCCCC)C=1NC=CN1